C=1(C(=C(C(=CC1)C(=O)O)C(=O)O)C1=CC=CC=C1)C(=O)O 2,4'-biphenyl-tricarboxylic acid